OC1=C(C=CC(=C1)O)C(C)=O 1-(2,4-dihydroxyphenyl)ethan-1-one